11-thiomorpholinoundecanamide S1CCN(CC1)CCCCCCCCCCC(=O)N